2-amino-5-(3-fluoro-4-(morpholinomethyl)phenyl)-N-(tetrahydro-2H-pyran-4-yl)nicotinamide NC1=C(C(=O)NC2CCOCC2)C=C(C=N1)C1=CC(=C(C=C1)CN1CCOCC1)F